Zinc 2,3,5,6-tetrafluorobenzoate FC1=C(C(=O)[O-])C(=C(C=C1F)F)F.[Zn+2].FC1=C(C(=O)[O-])C(=C(C=C1F)F)F